1-(4-bromopyridin-2-yl)-2-methoxyethan-1-one BrC1=CC(=NC=C1)C(COC)=O